2-[(2R)-3-(3,4-Dihydro-1H-isochinolin-2-yl)-2-hydroxy-propyl]-6-[(1-ethyl-4-piperidyl)oxy]-3,4-dihydroisochinolin-1-on C1N(CCC2=CC=CC=C12)C[C@H](CN1C(C2=CC=C(C=C2CC1)OC1CCN(CC1)CC)=O)O